C(CCCCCCCCC)(=O)[O-].C(CCCCCCCCC)(=O)[O-].[Zn+2] zinc di-decanoate